FC1=C(C=CC=C1F)S(=O)(=O)NC=1C(=C(C(=CC1)F)C=1C=C2C=NC(=NC2=CC1)NC(C(C)(C)C)=O)F N-(6-(3-(2,3-difluorophenylsulfonamido)-2,6-difluorophenyl)quinazolin-2-yl)pivaloamide